[Na+].N1C=NC2=C1C=C(C=C2S(=O)(=O)[O-])S(=O)(=O)O 1H-benzimidazole-4,6-disulfonic acid monosodium salt